3-[3-(trifluoromethyl)phenyl]propanal FC(C=1C=C(C=CC1)CCC=O)(F)F